N-(5-amino-2-methylpyridin-3-yl)-2-(1-methyl-1H-pyrazol-4-yl)-1-((2-(trimethylsilyl)ethoxy)methyl)-1H-pyrrolo[2,3-b]pyridine-5-carboxamide hydrochloride Cl.NC=1C=C(C(=NC1)C)NC(=O)C=1C=C2C(=NC1)N(C(=C2)C=2C=NN(C2)C)COCC[Si](C)(C)C